2-(2-(dimethylamino)acetamido)-N,3-dimethylbutanamide CN(CC(=O)NC(C(=O)NC)C(C)C)C